3-chloro-N-[(1R)-1-(2,3-difluorophenyl)ethyl]-6-[6-(dimethylphosphoryl)-5-fluoropyridin-3-yl]-7-fluoro-2-methylquinolin-4-amine ClC=1C(=NC2=CC(=C(C=C2C1N[C@H](C)C1=C(C(=CC=C1)F)F)C=1C=NC(=C(C1)F)P(=O)(C)C)F)C